C(C)OC(=O)C=1C(=NC2=CC=CN=C2C1N[C@H](CO)CCC)Cl (S)-2-chloro-4-((1-hydroxypentan-2-yl)amino)-1,5-naphthyridine-3-carboxylic acid ethyl ester